FC(C=1C=C2CC[C@@]3(C2=CC1)N=C1N(C=C(C=C1O)C(F)(F)F)C3)(F)F (S)-5',6-bis(trifluoromethyl)-2',3'-dihydro-3H-spiro[imidazo[1,2-a]pyridine-2,1'-indene]-8-ol